FC=1C=C(C=CC1)C1=CNC2=C1C(NC(C2)(C)C)=O 3-(3-fluorophenyl)-6,6-dimethyl-1,5,6,7-tetrahydro-4H-pyrrolo[3,2-c]pyridin-4-one